C(C)(C)(C)OC(NC=1C(=NC=CC1)Cl)=O (2-chloropyridin-3-yl)carbamic acid tert-butyl ester